BrC1=CC=C2C=C(C(NC2=C1F)=O)CC 7-bromo-8-fluoro-3-ethylquinolin-2(1H)-one